C(C)(C)(C)OC(=O)N1CCN(CC1)C1=CC(=C(C=C1)NC(=O)C=1OC(=CC1)C#N)N1CCC(CC1)C 4-(4-(5-Cyanofuran-2-carboxamido)-3-(4-methylpiperidin-1-yl)phenyl)piperazine-1-carboxylic acid tert-butyl ester